5-bromo-2,7-dimethyl-pyrazolo[3,4-c]pyridine BrC1=CC=2C(C(=N1)C)=NN(C2)C